1-(2-cyanoethyl)-2-undecylimidazolium gallate C(C1=CC(O)=C(O)C(O)=C1)(=O)[O-].C(#N)CCN1C(=[NH+]C=C1)CCCCCCCCCCC